BrC1=CC=C(C=C1)C=1C(=NC(=NC1)NC=1C=NN(C1)C)NC=1C=C(C=CC1)NC(C=C)=O N-(3-((5-(4-bromophenyl)-2-((1-methyl-1H-pyrazol-4-yl)amino)pyrimidin-4-yl)amino)phenyl)acrylamide